(1s,4s)-4-(8-(2,4-dichloro-6-fluorophenylamino)-2-(4-(2,5-dioxopyrrolidin-1-yl)cyclohexylamino)-9H-purin-9-yl)cyclohexanecarboxamide ClC1=C(C(=CC(=C1)Cl)F)NC=1N(C2=NC(=NC=C2N1)NC1CCC(CC1)N1C(CCC1=O)=O)C1CCC(CC1)C(=O)N